COCC1=NN(C(=C1)C(=O)NC1=NNC(=C1)[C@@H]1C[C@@H](CC1)N(C(O)=O)C(C)C)C.ClC=1C=CC=2N(C1)C(=CN2)C(C)=O 1-(6-Chloroimidazo[1,2-a]pyridin-3-yl)ethan-1-one (1R,3S)-3-[3-({[3-(methoxymethyl)-1-methyl-1H-pyrazol-5-yl]carbonyl}amino)-1H-pyrazol-5-yl]cyclopentyl-propan-2-ylcarbamate